C(C)OC(CC(CCC1=C(C(=CC=C1)OC)OC(C)C)O)=O 3-hydroxy-5-(2-isopropoxy-3-methoxyphenyl)pentanoic acid ethyl ester